C(C)(=O)OCCC1=CC=CC2=C1O[C@@H](CN2C)C=2C=C(C1=C(C=CO1)C2)C2=CC(=CC(=C2)F)CN |r| (±)-2-(2-(7-(3-(aminomethyl)-5-fluorophenyl)benzofuran-5-yl)-4-methyl-3,4-dihydro-2H-Benzo[b][1,4]oxazin-8-yl)ethyl acetate